N-[2-[3,5-bis(trifluoromethyl)phenyl]ethyl]-2-[1-[(2,3-difluorophenyl)methyl]-5-oxopyrrolidin-2-yl]acetamid FC(C=1C=C(C=C(C1)C(F)(F)F)CCNC(CC1N(C(CC1)=O)CC1=C(C(=CC=C1)F)F)=O)(F)F